Ethyl 4-(((1r,4r)-4-((tert-butyldimethylsilyl)oxy)cyclohexyl)amino)-2-((2-fluorobutyl)amino)pyrimidine-5-carboxylate [Si](C)(C)(C(C)(C)C)OC1CCC(CC1)NC1=NC(=NC=C1C(=O)OCC)NCC(CC)F